4-(4-methylpiperazin-1-yl)-N-(quinolin-8-yl)picolinamide CN1CCN(CC1)C1=CC(=NC=C1)C(=O)NC=1C=CC=C2C=CC=NC12